BrC1=CC(=C(S1)S(=O)(=O)C=1C(=C(C(=O)N)C=CC1Cl)Cl)CCOC ((5-bromo-3-(2-methoxyethyl)thiophen-2-yl)sulfonyl)-2,4-dichlorobenzamide